3-amino-6-(2-(2-aminopyridin-3-yl)-5-(1H-pyrazol-1-yl)-3H-imidazo[4,5-b]pyridin-3-yl)-2,3-dihydro-1H-inden-1-ol NC1CC(C2=CC(=CC=C12)N1C(=NC=2C1=NC(=CC2)N2N=CC=C2)C=2C(=NC=CC2)N)O